trans-1-(5-(2-([2,2'-bipyrimidin]-5-yl)cyclopropyl)-2,3-difluorophenyl)-5,6-dimethoxy-1H-benzo[d]imidazole N1=C(N=CC(=C1)[C@H]1[C@@H](C1)C=1C=C(C(=C(C1)N1C=NC2=C1C=C(C(=C2)OC)OC)F)F)C2=NC=CC=N2